ethyl ether tri-nonyl-citrate C(CCCCCCCC)C(C(C(C(=O)O)(CCCCCCCCC)CCCCCCCCC)(O)C(=O)O)C(=O)O.C(C)OCC